COC(\C(=C\OC)\C1=C(C=CC=C1)COC1=NC(=CC=C1)C(F)(F)F)=O (E)-3-methoxy-2-[2-(6-trifluoromethyl-2-pyridinyloxymethyl)phenyl]acrylic acid methyl ester